ClC1=CC=2N(C=C1)C=C(N2)C(=O)NC[C@@H]2CN(CC2)C#N (R)-7-Chloro-N-((1-cyanopyrrolidin-3-yl)methyl)imidazo[1,2-a]pyridin-2-carboxamid